6-{5-chloro-2-[4-(trimethylsilyl)-1H-1,2,3-triazol-1-yl]phenyl}pyrimidin-4-ol, hydrobromide Br.ClC=1C=CC(=C(C1)C1=CC(=NC=N1)O)N1N=NC(=C1)[Si](C)(C)C